(S)-2-((2-amino-5-(3,8-dioxa-1-azaspiro[4.5]dec-1-en-2-yl)pyridin-4-yl)amino)-2-phenylethan-1-ol NC1=NC=C(C(=C1)N[C@H](CO)C1=CC=CC=C1)C1=NC2(CO1)CCOCC2